((S)-1-(6-methylpyridazin-4-yl)pyrrolidin-3-yl)-4-azaspiro[2.5]octane-7-carboxamide CC1=CC(=CN=N1)N1C[C@@H](CC1)C1CC12NCCC(C2)C(=O)N